ClC=1C=C(C=NC1N1N=CC=N1)NC(=O)C=1C=NN(C1C(F)(F)F)C1=NC=C(C=C1C)F N-(5-chloro-6-(2H-1,2,3-triazol-2-yl)pyridin-3-yl)-1-(5-fluoro-3-methylpyridin-2-yl)-5-(trifluoromethyl)-1H-pyrazole-4-carboxamide